N(=[N+]=[N-])CCOCCOC=1C=C2CCC(C2=CC1)=O 5-[2-(2-azidoethoxy)ethoxy]-2,3-dihydro-1H-inden-1-on